tert-butyl (2S,4R)-2-(((R)-1-(4-(3-chloropyridin-4-yl)phenyl)-2-hydroxyethyl)carbamoyl)-4-hydroxypyrrolidine-1-carboxylate ClC=1C=NC=CC1C1=CC=C(C=C1)[C@H](CO)NC(=O)[C@H]1N(C[C@@H](C1)O)C(=O)OC(C)(C)C